C1(CCC1)NCC1=C(N(C2=CC=CC=C12)CC)C(=O)O 3-[(cyclobutylamino)methyl]-1-ethyl-1H-indole-2-carboxylic acid